exo-4-(4-chlorobenzyl)-2-(3-(pyridazin-4-yl)-1H-pyrazol-5-yl)-2-azabicyclo[3.1.0]hexan-3-one ClC1=CC=C(CC2C(N(C3CC23)C2=CC(=NN2)C2=CN=NC=C2)=O)C=C1